BrC=1C(N(C=C2C1N=C(N=C2N[C@H](C)C=2C(=C(C#N)C=CC2)C)C)C2(CC2)CF)=O (R)-3-(1-((8-bromo-6-(1-(fluoromethyl)cyclopropyl)-2-methyl-7-oxo-6,7-dihydropyrido[4,3-d]pyrimidin-4-yl)amino)ethyl)-2-methylbenzonitrile